C(C)N1CC2(CN(C2)C=2C=CC(=NC2)NC2=NC=C(C(=N2)C2=CC3=C(N(C=N3)C(C)C)S2)F)C1 N-(5-(6-ethyl-2,6-diazaspiro[3.3]heptan-2-yl)pyridin-2-yl)-5-fluoro-4-(3-isopropyl-3H-thieno[2,3-d]imidazol-5-yl)pyrimidin-2-amine